12,12-diphenyl-5,12-dihydrobenzo[4,5]silolo[3,2-c]carbazole C1(=CC=CC=C1)[Si]1(C2=C(C=3C=CC=4NC5=CC=CC=C5C4C31)C=CC=C2)C2=CC=CC=C2